1-(5-(4-butylphenyl)thiophen-2-yl)ethan-1-one C(CCC)C1=CC=C(C=C1)C1=CC=C(S1)C(C)=O